2-{[(4aS,7aR)-1-methyl-octahydro-1H-cyclopenta[B]pyridin-4a-yl]methoxy}-7-[8-ethynyl-7-fluoro-3-(methoxymethoxy)naphthalen-1-yl]-8-fluoro-4-(1,4-oxaazepan-4-yl)quinazoline CN1[C@H]2[C@@](CCC1)(CCC2)COC2=NC1=C(C(=CC=C1C(=N2)N2CCOCCC2)C2=CC(=CC1=CC=C(C(=C21)C#C)F)OCOC)F